O1C=2C(OCC1COCCOCCO)=CSC2 2-(2-((2,3-dihydrothieno[3,4-b][1,4]dioxin-2-yl)methoxy)ethoxy)ethanol